C(C)(C)N1CCC2(CCN(CC2)C=2C=CC=NC2)CC1 5-(9-isopropyl-3,9-diazaspiro[5.5]undec-3-yl)pyridin